butyl (1R,5R)-6-(3-chloro-7-(8-chloro-7-fluoronaphthalen-1-yl)-8-fluoro-1,6-naphthyridin-4-yl)-2,6-diazabicyclo[3.2.0]heptane-2-carboxylate ClC=1C=NC2=C(C(=NC=C2C1N1[C@@H]2CCN([C@@H]2C1)C(=O)OCCCC)C1=CC=CC2=CC=C(C(=C12)Cl)F)F